ClC=1N=C2C(=C(C(N(C2=CC1)C)=O)C#N)N1CCC2(CC1)OC1=C(C2)C=CC=C1 6-chloro-1-methyl-2-oxo-4-spiro[3H-benzofuran-2,4'-piperidine]-1'-yl-1,5-naphthyridine-3-carbonitrile